e-2-hexenyl acetate C(C)(=O)OC\C=C\CCC